N4,N4,N4'',N4''-tetraphenyl-[1,1':2',1''-terphenyl]-4,4',4'',5'-tetramine C1(=CC=CC=C1)N(C1=CC=C(C=C1)C=1C(=CC(=C(C1)N)N)C1=CC=C(C=C1)N(C1=CC=CC=C1)C1=CC=CC=C1)C1=CC=CC=C1